5-chloro-3-(N-(3-((3-chloro-1,2,4-triazin-6-yl) ethynyl)-2,4-difluorophenyl) sulfamoyl)-2-methoxybenzyl acetate C(C)(=O)OCC1=C(C(=CC(=C1)Cl)S(NC1=C(C(=C(C=C1)F)C#CC1=CN=C(N=N1)Cl)F)(=O)=O)OC